N(=[N+]=[N-])CC=1N=C2N(C=C(C=C2)C2CC2)C1 2-(azidomethyl)-6-cyclopropylimidazo[1,2-a]pyridine